(1S,2S,3S,6R)-6-((2-(((3R,5S,7R)-3,5-dimethyladamantan-1-yl)oxy)ethyl)amino)-4-(fluoromethyl)cyclohex-4-ene-1,2,3-triol C[C@]12CC3(CC(C[C@@](C1)(C3)C)C2)OCCN[C@@H]2C=C([C@@H]([C@@H]([C@H]2O)O)O)CF